OC1=C(C(=CC(=C1CN(C(OC)=O)CC)CCCCC)O)C1=CC(=CC=C1)C methyl ((2,6-dihydroxy-3'-methyl-4-pentyl-[1,1'-biphenyl]-3-yl)methyl)(ethyl)carbamate